C(C)(C1=C(C(=CC(=C1)CCC)C(C)(C)C)O)C1=C(C(=CC(=C1)CCC)C(C)(C)C)O 2,2'-ethylidenebis(4-n-propyl-6-t-butylphenol)